C(C1=CC=C(C(=O)[O-])C=C1)(=O)[O-].C(CCC)[N+](CCCC)(CCCC)CCCC.C(CCC)[N+](CCCC)(CCCC)CCCC tetrabutyl-ammonium terephthalate